tert-butyl 4-{4-[4-(3-{[ethyl(methyl)sulfamoyl]amino}-2-fluorophenyl)-3-(pyridin-4-yl)pyrazol-1-yl]-2-fluorophenyl}piperazine-1-carboxylate C(C)N(S(=O)(=O)NC=1C(=C(C=CC1)C=1C(=NN(C1)C1=CC(=C(C=C1)N1CCN(CC1)C(=O)OC(C)(C)C)F)C1=CC=NC=C1)F)C